C(CCC)NC=1N=CC2=C(N(C(C=3C=C(C=CC23)CN2CCNCC2)=O)[C@@H]2CC[C@H](CC2)O)N1 trans-3-(Butylamino)-5-(4-hydroxycyclohexyl)-8-(piperazin-1-ylmethyl)pyrimido[4,5-c]isoquinolin-6(5H)-one